C1(=CC=CC2=CC=C(C=C12)C(=O)O)C(=O)O 1,7-Naphthalenedicarboxylic acid